C(CCCCCCCCCCC)C1(C2=CC=C(C=C2C=2C=C(C=CC12)Br)Br)CCCCCCCCCCCC 9,9-didodecyl-3,6-dibromofluorene